C(C)(C)(C)C1=NN(C(O1)=O)C1=C(C=C(C=C1)NC(N(C)C)=O)Cl 3-[4-(5-tert-butyl-2-oxo-1,3,4-oxadiazol-3-yl)-3-chlorophenyl]-1,1-dimethylurea